C(CC)[C@@H]1CC[C@H](CC1)C1=CC=C(C=C1)S(F)(F)(F)(F)Cl 4-(trans-4'-propylcyclohexyl)phenyl-tetrafluoro-λ6-sulfanyl chloride